FC(C1=NN=C(S1)NC(=O)C1=NN2C(C(N(CC2)CC=2C(=NC(=CC2)Br)C)=O)=C1C1CC1)F 5-(6-bromo-2-methylpyridin-3-ylmethyl)-3-cyclopropyl-4-oxo-4,5,6,7-tetrahydropyrazolo[1,5-a]pyrazine-2-carboxylic acid (5-difluoromethyl[1,3,4]thiadiazol-2-yl) amide